N1=CC(=CC=C1)CN1C[C@@H](CC1)C(=O)NN (3R)-1-(pyridin-3-ylmethyl)pyrrolidine-3-carbohydrazide